rac-N-[(3S,4R)-7-methyl-4-({[(1s,4S)-4-methylcyclohexyl]oxy}methyl)-6-oxo-1,3,4,6-tetrahydro-2H-quinolizin-3-yl]cyclopropanesulfonamide CC=1C(N2[C@H]([C@H](CCC2=CC1)NS(=O)(=O)C1CC1)COC1CCC(CC1)C)=O |r|